O1C2=C(OCC1)C=C(C=C2)C(=O)NC=2C=CC(=C(C2)NC(=O)C=2C=C1C=C(N=CC1=CC2)OCCN2CCCC2)C N-(5-(2,3-dihydrobenzo[b][1,4]dioxine-6-carboxamido)-2-methylphenyl)-3-(2-(Pyrrolidin-1-yl)ethoxy)isoquinoline-6-carboxamide